[Si](C)(C)(C(C)(C)C)OC1C=C(CC1)C(=O)NOC 3-[tert-butyl(dimethyl)silyl]oxy-N-methoxy-cyclopentene-1-carboxamide